6-chloro-N-(5-chloro-3,6-difluoropyridin-2-yl)-7-methoxy-1H-indole-3-sulfonamide ClC1=CC=C2C(=CNC2=C1OC)S(=O)(=O)NC1=NC(=C(C=C1F)Cl)F